CC1=CC=C2C=CNC2=C1 6-(methyl)indole